{4-[1-(2,6-Dioxopiperidin-3-yl)-3-methyl-2-oxo-1,3-benzodiazol-4-yl]piperazin-1-yl}piperidine-1-carboxylic acid tert-butyl ester C(C)(C)(C)OC(=O)N1C(CCCC1)N1CCN(CC1)C1=CC=CC=2N(C(N(C21)C)=O)C2C(NC(CC2)=O)=O